O=C1NC(CCC1N1C(C2=CC=CC(=C2C1)NCC(=O)N1CCC(CC1)C1=CC=C(C(=O)N2CCC(CC2)CCCCNC(\C=C\C=2C=NC=CC2)=O)C=C1)=O)=O (E)-N-(4-(1-(4-(1-((2-(2,6-dioxopiperidin-3-yl)-1-oxoisoindolin-4-yl)glycyl)piperidin-4-yl)benzoyl)piperidin-4-yl)butyl)-3-(pyridin-3-yl)acrylamide